4-(3-fluoro-5-methoxy-4-(piperazin-1-ylmethyl)phenyl)-1-(4-methoxybenzyl)-6-methyl-1,6-dihydro-7H-pyrazolo[3,4-c]pyridin-7-one FC=1C=C(C=C(C1CN1CCNCC1)OC)C=1C2=C(C(N(C1)C)=O)N(N=C2)CC2=CC=C(C=C2)OC